CN1C([C@@H](C(C(C1)(C)C)=O)C(=O)OCC)=O |r| ethyl (rac)-1,5,5-trimethyl-2,4-dioxopiperidine-3-carboxylate